OCC(CN1C=CC2=CC(=CC=C12)N1C(NC2=C(C1=O)C1=C(S2)CCCCC1)=O)CO 3-(1-(3-hydroxy-2-(hydroxymethyl)propyl)-1H-indol-5-yl)-1,5,6,7,8,9-hexahydro-2H-cyclohepta[4,5]thieno[2,3-d]pyrimidine-2,4(3H)-dione